N-[(9-methyl-beta-carbolin-3-yl)methyl]-9-(3-phenylpropyl)-beta-carbolin-1-amine CN1C2=CC=CC=C2C=2C=C(N=CC12)CNC1=NC=CC=2C3=CC=CC=C3N(C12)CCCC1=CC=CC=C1